FC1=C2C(N3C(=NC2=CC=C1)C(C1=CC(=CC=C13)[N+](=O)[O-])=O)=O 1-fluoro-8-nitroindolo[2,1-b]quinazoline-6,12-dione